CC1=C(C2=C(N=CN=C2NC2(CC2)C)O1)C(=O)NC1=NC=C(N=C1)N1CCOCC1 6-methyl-4-[(1-methylcyclopropyl)amino]-N-[5-(morpholin-4-yl)pyrazin-2-yl]furo[2,3-d]pyrimidine-5-carboxamide